3-isopropyl-6-methyl-1,2-phenylene dicarbamate C(N)(OC1=C(C(=CC=C1C)C(C)C)OC(N)=O)=O